NC=1NC(C=2N(C(N(C2N1)[C@@H]1O[C@@H](C[C@H]1O)CO)=O)CC1=CC=C(C=C1)C(F)(F)F)=O 2-amino-9-((2r,3r,5s)-3-hydroxy-5-(hydroxymethyl)tetrahydrofuran-2-yl)-7-(4-(trifluoromethyl)benzyl)-7,9-dihydro-1H-purine-6,8-dione